1-(4-(4-amino-1-(2-methoxyethyl)-1H-pyrazolo[3,4-d]pyrimidin-3-yl)-2-fluorophenyl)-3-(4-((4-methylpiperazin-1-yl)methyl)-3-(trifluoromethyl)phenyl)urea NC1=C2C(=NC=N1)N(N=C2C2=CC(=C(C=C2)NC(=O)NC2=CC(=C(C=C2)CN2CCN(CC2)C)C(F)(F)F)F)CCOC